6-((tert-butoxycarbonyl)amino)imidazo[1,2-a]Pyridine-3-carboxylic acid C(C)(C)(C)OC(=O)NC=1C=CC=2N(C1)C(=CN2)C(=O)O